methyl 1-pyrimidin-2-yl-1,2,4-triazole-3-carboxylate N1=C(N=CC=C1)N1N=C(N=C1)C(=O)OC